5-[(E)-2-Cyclopentylethenyl]-N-[4-[(6,7-dimethoxy-1,5-naphthyridin-4-yl)oxy]-3-fluorophenyl]-4-hydroxy-6-methylpyridine-3-carboxamide C1(CCCC1)/C=C/C=1C(=C(C=NC1C)C(=O)NC1=CC(=C(C=C1)OC1=CC=NC2=CC(=C(N=C12)OC)OC)F)O